C1(CCCCC1)C(C(=O)[O-])(C(=O)[O-])C1CCCCC1.[Na+].[Na+] sodium 2,2-dicyclohexylpropanedioate